1-(3-((8-((4-([1,2,4]Triazolo[1,5-a]pyridin-7-yloxy)-3-methylphenyl)-amino)pyrimido[5,4-d]pyrimidin-2-yl)oxy)-8-azabicyclo[3.2.1]octan-8-yl)prop-2-en-1-one N=1C=NN2C1C=C(C=C2)OC2=C(C=C(C=C2)NC2=NC=NC1=C2N=C(N=C1)OC1CC2CCC(C1)N2C(C=C)=O)C